6-methoxy-7-(3-methyl-6-(pyrazolo[1,5-a]pyrimidin-3-yl)-1H-pyrazolo[4,3-c]pyridin-1-yl)-3,4-dihydro-2H-benzo[b][1,4]oxazine COC1=CC2=C(OCCN2)C=C1N1N=C(C=2C=NC(=CC21)C=2C=NN1C2N=CC=C1)C